(R)-N-[(1R)-1-[3-(1,1-difluoro-2-hydroxy-ethyl)Phenyl]ethyl]-2-methyl-propane-2-sulfinamide FC(CO)(F)C=1C=C(C=CC1)[C@@H](C)N[S@](=O)C(C)(C)C